CC(C)CCCC(C)CCC(=O)OC(CC(=O)[O-])C[N+](C)(C)C The molecule is an O-acylcarnitine compound having 4,8-dimethylnonanoyl as the acyl substituent. It is an ammonium betaine, a carboxylic ester and an O-(dimethylnonanoyl)carnitine. It derives from a carnitine.